6-((4-(2-(2-aminopyridin-3-yl)-3H-imidazo[4,5-b]pyridin-3-yl)benzyl)amino)pyrimidine-4-carbonitrile NC1=NC=CC=C1C1=NC=2C(=NC=CC2)N1C1=CC=C(CNC2=CC(=NC=N2)C#N)C=C1